NC1CC(C1)CNC(=O)C1=C(C=C(C=C1)NC(=O)C=1N(C(=CN1)C1=C(C(=C(C=C1)OC)F)F)C)Cl N-[4-[(3-Aminocyclobutyl)methylcarbamoyl]-3-chlorophenyl]-5-(2,3-difluoro-4-methoxyphenyl)-1-methylimidazol-2-carboxamid